Ethyl 2-(2-((3-(2,6-dioxopiperidin-3-yl)-1-methyl-1H-indazol-7-yl)oxy)-acetamido)-4-methyl-4,5,6,7-tetrahydrobenzo[b]thiophene-3-carboxylate O=C1NC(CCC1C1=NN(C2=C(C=CC=C12)OCC(=O)NC1=C(C2=C(S1)CCCC2C)C(=O)OCC)C)=O